C(C)(C)(C)OC(=O)N1[C@H](C[C@H](C1)OC=1C=NC(=CC1)F)C (2S,4r)-4-((6-fluoropyridin-3-yl)oxy)-2-methylpyrrolidine-1-carboxylic acid tert-butyl ester